B(O)(O)O.C(C(=O)O)(=O)OF fluoro (oxalate) borate